C(=O)(O)C(OC1C(C(C(CC1)=O)=CC1=CC=CC=C1)=CC1=CC=CC=C1)C(=O)O dicarboxymethoxydibenzylidenecyclohexanone